1-(4-(4-AMINO-7-CYCLOPROPYL-7H-PYRROLO[2,3-D]PYRIMIDIN-5-YL)-2-FLUOROPHENYL)-3-(4-((4-ISOPROPYLPIPERAZIN-1-YL)METHYL)-3-(TRIFLUOROMETHYL)PHENYL)UREA NC=1C2=C(N=CN1)N(C=C2C2=CC(=C(C=C2)NC(=O)NC2=CC(=C(C=C2)CN2CCN(CC2)C(C)C)C(F)(F)F)F)C2CC2